(R)-6-(5-(hydroxymethyl)-2-oxoOxazolidin-3-yl)-2H-pyrazino[2,3-b][1,4]Oxazin-3(4H)-one OC[C@H]1CN(C(O1)=O)C1=NC2=C(OCC(N2)=O)N=C1